[C+4].C(=O)[O-].C(=O)[O-].C(=O)[O-].C(=O)[O-] methanate carbon